(E)-2-amino-6-cyclopropyl-4-(1-methyl-1H-pyrazol-3-yl)-7-(4-fluoro-2-(trifluoromethyl)phenylmethylene)-6,7-dihydro-5H-pyrrolo[3,4-d]pyrimidin-5-one NC=1N=C(C2=C(N1)\C(\N(C2=O)C2CC2)=C/C2=C(C=C(C=C2)F)C(F)(F)F)C2=NN(C=C2)C